(6aS,9R)-N,N,7-triethyl-4,6,6a,7,8,9-hexahydroindolo[4,3-fg]quinoline-9-carboxamide C(C)N(C(=O)[C@H]1CN([C@H]2CC=3C4=C(C2=C1)C=CC=C4NC3)CC)CC